FC(C1=CC=C(C=N1)CN1N=C(C2=CC=CC=C12)NC(=O)C1=COC=C1)(F)F N-(1-((6-(trifluoromethyl)pyridin-3-yl)methyl)-1H-indazol-3-yl)furan-3-carboxamide